4-(((2-(4-(7-chloro-1-methyl-2,3-dioxo-2,3-dihydropyrido[2,3-b]pyrazine-4(1H)-yl)piperidin-1-yl)pyrimidin-5-yl)methyl)amino)benzonitrile ClC1=CC2=C(N(C(C(N2C)=O)=O)C2CCN(CC2)C2=NC=C(C=N2)CNC2=CC=C(C#N)C=C2)N=C1